C1CC(C[N+]12CCCCCC2)O 5-azoniaspiro[4.6]undecan-3-ol